6-chloro-3,3-dimethyl-1-((1s,3s)-1-methyl-3-(piperidin-1-yl)cyclobutyl)-1,3-dihydro-2H-pyrrolo[3,2-b]pyridin-2-one ClC=1C=C2C(=NC1)C(C(N2C2(CC(C2)N2CCCCC2)C)=O)(C)C